(R)-9-bromo-2-phenyl-1,2,3,10b-tetrahydrobenzo[e]imidazo[1,5-c][1,2,3]oxathiazine 5,5-dioxide BrC=1C=CC2=C([C@H]3N(S(O2)(=O)=O)CN(C3)C3=CC=CC=C3)C1